CC1(NC(N(C1=O)CC(=O)O)=O)C 2-(4,4-dimethyl-2,5-dioxoimidazolidin-1-yl)acetic acid